C(C(C)C)N(C1CNCC1)C N-isobutyl-N-methylpyrrolidin-3-amine